Cl.C(#N)C1=C(C=C(C=N1)NC=1N=CC2=C(N1)C=CC(N2)=O)N=C[C@H]2CNCCC2 R-2-[6-cyano-5-[(piperidin-3-yl)methyleneamino]-pyridin-3-yl]amino-6-oxo-(5H)-pyrido[3,2-d]pyrimidine hydrochloride